C1[C@H]([C@H](OC2=CC(=CC(=C21)O)O)C3=CC(=C(C(=C3)O)O)O)OC(=O)C4=CC(=C(C(=C4)O)O)O (-)-cis-2-(3,4,5-Trihydroxyphenyl)-3,4-dihydro-1(2H)-benzopyran-3,5,7-triol 3-gallate